C1(=CC=CC=C1)C1(C2=CC=CC=C2C=2C(=CC=CC12)C=1C=C(C=CC1)C1=C(C=CC(=C1)C1=CC=CC=2C(C3=CC=CC=C3C12)(C1=CC=CC=C1)C1=CC=CC=C1)C1=CC=CC=C1)C1=CC=CC=C1 3-(9,9'-diphenyl-fluoren-4-yl)phenyl-4-(9,9'-diphenylfluoren-4-yl)biphenyl